FC(CN1N=NC2=C1C=C(C=C2)C=2C=CN1N=C(N=C(C12)OC)N[C@@H]1[C@@H](CN(CC1)CC)F)F 5-(1-(2,2-Difluoroethyl)-1H-benzo[d][1,2,3]triazol-6-yl)-N-((3R,4S)-1-ethyl-3-fluoropiperidin-4-yl)-4-methoxypyrrolo[2,1-f][1,2,4]triazin-2-amine